BrC=1C=C(C=CC1)N1N=CNC1=O (3-bromophenyl)-2,4-dihydro-3H-1,2,4-triazol-3-one